1-[3-(4-Chloro-2-isopropyl-2H-pyrazol-3-yl)-4-methoxy-phenyl]-3-(2-Chloro-4-trifluoromethyl-phenyl)-urea ClC1=C(N(N=C1)C(C)C)C=1C=C(C=CC1OC)NC(=O)NC1=C(C=C(C=C1)C(F)(F)F)Cl